1-(N,N-DIMETHYLSULFAMOYL)-3-ETHYL-1H-PYRAZOL-4-YLBORONIC ACID CN(S(=O)(=O)N1N=C(C(=C1)B(O)O)CC)C